(S)-4-(4-(1-((5-(4-fluorophenoxy)pyrazin-2-yl)amino)-1-oxopropan-2-yl)-2,2-dimethylpiperazine-1-carbonyl)pyridine 1-oxide FC1=CC=C(OC=2N=CC(=NC2)NC([C@H](C)N2CC(N(CC2)C(=O)C2=CC=[N+](C=C2)[O-])(C)C)=O)C=C1